(R)-4-methyl-6-(5-methyl-4-((3-(4-methyl-1-oxo-1,3-dihydroisobenzofuran-5-yl)piperazin-1-yl)methyl)-1H-pyrazol-1-yl)nicotinonitrile CC1=CC(=NC=C1C#N)N1N=CC(=C1C)CN1C[C@H](NCC1)C=1C(=C2COC(C2=CC1)=O)C